C(#N)C1=C(C=C(C=C1)N1C(N(C(C1=O)(C)C)CC(=O)NC)=S)C(F)(F)F 2-[3-[4-cyano-3-(trifluoromethyl)phenyl]-5,5-dimethyl-4-oxo-2-thioxo-imidazolidin-1-yl]-N-methylacetamide